C(CC)NC(=O)NCCCCCCCCCCCCCCCCCC N-propyl-N'-stearyl-urea